(2R)-3-[2-[(2R)-8-chloro-4-oxo-chroman-2-yl]-5-(trifluoromethyl)phenoxy]-2-(sulfamoylamino)propionic acid ClC=1C=CC=C2C(C[C@@H](OC12)C1=C(OC[C@H](C(=O)O)NS(N)(=O)=O)C=C(C=C1)C(F)(F)F)=O